[NH4+].NC(C(=O)[O-])CCCC aminocaproic acid ammonium salt